BrC=1C=2N(C=CC1)C(=C(N2)C#CC)CC(F)(F)F 8-bromo-2-(prop-1-yn-1-yl)-3-(2,2,2-trifluoroethyl)imidazo[1,2-a]pyridine